ClC1=CC=C(C=C1)C=1C=C2C(=NC1)NN=C2CC=2C(=C(C=CC2F)NS(=O)(=O)CCC)F N-(3-((5-(4-chlorophenyl)-1H-pyrazolo[3,4-b]pyridin-3-yl)methyl)-2,4-difluorophenyl)propane-1-sulfonamide